C(C)(C)(C)OC(NCC(CC(C)(F)F)N=[N+]=[N-])=O N-(2-azido-4,4-difluoro-pentyl)carbamic acid tert-butyl ester